racemic-(5s,9r)-2-methoxy-7-methyl-8-((methylsulfonyl)oxy)-11-oxo-7,8,9,10-tetrahydro-5,9-methanocycloocta[b]pyridine-5(6H)-carboxylic acid COC1=CC=C2C(=N1)C[C@@H]1C(C(C[C@]2(C1=O)C(=O)O)C)OS(=O)(=O)C |r|